5-(3-(((1-methylpiperidin-4-yl)sulfonyl)ethynyl)phenoxy)-1H-1,2,3-triazole-4-carboxylic acid CN1CCC(CC1)S(=O)(=O)C#CC=1C=C(OC2=C(N=NN2)C(=O)O)C=CC1